(-)-Methyl-3-(4-(3,5-dimethylphenyl)buta-2,3-dien-1-yl)-4-oxo-2-phenylthiochromane-3-carboxylate COC(=O)C1(C(SC2=CC=CC=C2C1=O)C1=CC=CC=C1)CC=C=CC1=CC(=CC(=C1)C)C